2-(3-sulfopropyloxy)thioxanthen-9-one S(=O)(=O)(O)CCCOC1=CC=2C(C3=CC=CC=C3SC2C=C1)=O